C(#N)CCNC=1C=NN(C1)C1CCN(CC1)C(=O)OC(C)(C)C tert-Butyl 4-(4-((2-cyanoethyl)amino)-1H-pyrazol-1-yl)piperidine-1-carboxylate